(tert-butyl 2-(methylthio)ethyl)carbamate C(C)(C)(C)C(CNC([O-])=O)SC